C(C)N1C2=NC(=NC(=C2N=C1P(C)(C)=O)N1CCOCC1)N1N=C(C(=C1)C1=CC=CC=C1)OC (9-ethyl-2-(3-methoxy-4-phenyl-1H-pyrazol-1-yl)-6-morpholino-9H-purin-8-yl)dimethylphosphine oxide